CC1(OB(OC1(C)C)\C=C\CCCCCCC)C (E)-4,4,5,5-tetramethyl-2-(non-1-en-1-yl)-1,3,2-dioxaborolane